1'-Methyl-2',3',4',5',7',8'-Hexahydro-1'H-spiro[1,3-dioxolane-2,6'-quinoline]-3'-carboxylic acid CN1CC(CC=2CC3(CCC12)OCCO3)C(=O)O